C1(=CC=CC=C1)C(C)[N-]C(C)C1=CC=CC=C1 bis-(1-phenylethyl)amide